Dimethyl-cyclopentene CC1=C(CCC1)C